methyl 6-chloro-3-(((R)-1-(6-((S)-4-((3-fluoropyridin-4-yl)methyl)-2-oxooxazolidin-3-yl)-4-methylpyridin-2-yl)ethyl)amino)picolinate ClC1=CC=C(C(=N1)C(=O)OC)N[C@H](C)C1=NC(=CC(=C1)C)N1C(OC[C@@H]1CC1=C(C=NC=C1)F)=O